methyl 4-((3-bromo-7-(butylamino)-5-((methoxycarbonyl)amino)-1H-pyrazolo[4,3-d]pyrimidin-1-yl)methyl)-3-(difluoromethoxy)benzoate BrC1=NN(C2=C1N=C(N=C2NCCCC)NC(=O)OC)CC2=C(C=C(C(=O)OC)C=C2)OC(F)F